3-(4-(4-chloro-2-(methoxycarbonyl)phenyl)-3-methylisoxazol-5-yl)propionic acid ClC1=CC(=C(C=C1)C=1C(=NOC1CCC(=O)O)C)C(=O)OC